BrC(=CC1=CC=CC=C1)Br 2,2-dibromovinyl-benzene